FC(C=1C=C(C=C(C1)C(F)(F)F)C=1NC(=NN1)SC1=NC(=NC(=C1)Cl)SC=1OC2=C(N1)C=C(C=C2)[N+](=O)[O-])(F)F 2-((4-((5-(3,5-bis(trifluoromethyl)phenyl)-4H-1,2,4-triazol-3-yl)thio)-6-chloropyrimidin-2-yl)thio)-5-nitrobenzo[d]oxazole